C(C)OC=1C=C(C=C(C1OCC)OCC)CCN 3,4,5-Triethoxyphenylethylamine